[Na+].O1CCN(CC1)CC(CS(=O)(=O)[O-])O 3-morpholino-2-hydroxypropanesulfonic acid sodium salt